(2-(1,3-dioxolan-2-yl)-4,6-difluorophenyl)ethan-1-ol tert-Butyl-3-[({4-chloro-6-[(3R)-3-hydroxy-3-methylpiperidin-1-yl]pyrimidin-2-yl}oxy)methyl]-3-cyanopyrrolidine-1-carboxylate C(C)(C)(C)C1N(CCC1(C#N)COC1=NC(=CC(=N1)Cl)N1C[C@](CCC1)(C)O)C(=O)OC(C)C1=C(C=C(C=C1F)F)C1OCCO1